C1=C(C=CC2=CC=CC=C12)O 2-Naphthol